COC1=CC(=NC=N1)O[C@@H]1C[C@@H](N(C1)C(C1=CN=C(S1)NC(OC(C)(C)C)=O)([2H])[2H])C Tert-butyl (5-(((2S,4R)-4-((6-methoxypyrimidin-4-yl)oxy)-2-methylpyrrolidin-1-yl)methyl-d2)thiazol-2-yl)carbamate